O=C1N(CC2=CC(=CC=C12)N1CCN(CC1)C1CCNCC1)C1C(NC(CC1)=O)=O 3-(1-oxo-5-(4-(piperidin-4-yl)piperazin-1-yl)isoindolin-2-yl)piperidine-2,6-dione